diethylhexanoat C(C)C(C(=O)[O-])(CCCC)CC